N-((1R)-1-(3-(Difluoro((S)-morpholin-2-yl)methyl)-2-fluorophenyl)ethyl)-7-methoxy-6-(2-methoxyethoxy)-2-methyl-quinazolin-4-amine FC(C=1C(=C(C=CC1)[C@@H](C)NC1=NC(=NC2=CC(=C(C=C12)OCCOC)OC)C)F)([C@@H]1CNCCO1)F